BrC1=CC=C2C(=C(C(=NC2=C1F)O)[N+](=O)[O-])O 7-bromo-8-fluoro-3-nitroquinoline-2,4-diol